CC1(N(C(CC(C1)O)(C)C)CCCC(=O)[O-])C 2,2,6,6-tetramethyl-4-hydroxypiperidinebutanoate